C1(CC1)N1N=C(C=C(C1=O)N1C[C@@H](O[C@@H](C1)C)C)C1=NN(C2=CC=C(C=C12)OC1(CC1)C)C1OCCCC1 2-Cyclopropyl-4-((2S,6R)-2,6-dimethylmorpholino)-6-(5-(1-methylcyclopropoxy)-1-(tetrahydro-2H-pyran-2-yl)-1H-indazol-3-yl)pyridazin-3(2H)-one